C(C)(C)(C)OC(=O)NC=1SC(=C(N1)C(=O)OC)OC methyl 2-((tert-butoxycarbonyl)amino)-5-methoxythiazole-4-carboxylate